N,7-dimethyltryptophan CN[C@@H](CC1=CNC2=C(C=CC=C12)C)C(=O)O